2-bromo-7-chlorothiazolo[5,4-b]pyridine-6-carboxylic acid methyl ester COC(=O)C=1C(=C2C(=NC1)SC(=N2)Br)Cl